FC1=C(C=CC(=C1F)OC)C1=CN=C2N1C=CN=C2NC2=CC(=C(C=C2)S(=O)(=O)N2CCN(CC2)C(=O)[C@H]2N(CCC2)C(=O)OC(C)(C)C)CC tert-butyl (S)-2-(4-((4-((3-(2,3-difluoro-4-methoxyphenyl) imidazo[1,2-a]pyrazin-8-yl)amino)-2-ethylphenyl)sulfonyl)piperazine-1-carbonyl)pyrrolidine-1-carboxylate